3-(6-amino-5-methoxypyridin-3-yl)-9-(1-((6-chloro-2-(2-(methyl-d3)-2H-tetrazol-5-yl)pyridin-3-yl)amino)ethyl)-4,7-dimethylimidazo[1,5-a]quinazolin-5(4H)-one NC1=C(C=C(C=N1)C=1N=CN2C1N(C(C1=CC(=CC(=C21)C(C)NC=2C(=NC(=CC2)Cl)C=2N=NN(N2)C([2H])([2H])[2H])C)=O)C)OC